C(C1CO1)OCCC[Si](OC(C)C)(OC(C)C)OC(C)C γ-glycidoxypropyl-triisopropoxysilane